Cl.N[C@@H]1CN(CCC1)C1=CC(=NC=C1C1=CC=2OCCN(C2N=C1)C)NC1=NC(=NC=C1)C1=C(C=CC=C1OC)F (S)-N-(4-(3-aminopiperidin-1-yl)-5-(4-methyl-3,4-dihydro-2H-pyrido[3,2-b][1,4]oxazin-7-yl)pyridin-2-yl)-2-(2-fluoro-6-methoxyphenyl)pyrimidin-4-amine hydrochloride